COC(=O)[C@H]1C[C@H](CCC1)CC(=O)O 2-((1S,3R)-3-(methoxycarbonyl)cyclohexyl)acetic acid